CNCCCCCCCC\C=C/C\C=C/CCCCC (9z,12z)-N-methyl-octadeca-9,12-dien-1-amine